Dimethyl ((4-ethynylphenyl)sulfonyl)carbonimidodithioate C(#C)C1=CC=C(C=C1)S(=O)(=O)N=C(SC)SC